C(CCCCC)(=O)OC[C@@H](OC(CCCCC)=O)CO 1,2-dihexanoyl-Sn-glycerol